C1=C(C=CC2=CC=CC=C12)N=CCCC1=CC=CC(=N1)C(CCC)=O 6-(2-naphthylimino)propyl-2-butyrylpyridine